(R)-5-chloro-4-ethoxy-N-(pyrrolidin-3-yl)pyrimidin-2-amine HCl salt Cl.ClC=1C(=NC(=NC1)N[C@H]1CNCC1)OCC